ClCC1=CC(=NN1C)C(=O)OCC ethyl 5-(chloromethyl)-1-methyl-1H-pyrazole-3-carboxylate